N1N=CC=2N=CN=C(C21)C(=O)N 1H-pyrazolo[4,3-d]pyrimidine-7-carboxamide